(S)-2-amino-N-(4-hydroxy-bicyclo[2.2.2]oct-1-yl)-5-(2-(1-(tetrahydro-2H-pyran-4-yl)pyrrolidin-3-yl)-2H-indazol-5-yl)nicotinamide NC1=C(C(=O)NC23CCC(CC2)(CC3)O)C=C(C=N1)C1=CC3=CN(N=C3C=C1)[C@@H]1CN(CC1)C1CCOCC1